N-(5-methoxypyridin-3-yl)-4-methylpiperidine-4-carboximidamide COC=1C=C(C=NC1)NC(=N)C1(CCNCC1)C